FC(CN1[C@](C2=CC=C3C(=C2C[C@H]1C)C=NN3)(C)C3=CC=C(C=N3)NC3CN(C3)CCCF)F 6-((6S,8R)-7-(2,2-difluoroethyl)-6,8-dimethyl-6,7,8,9-tetrahydro-3H-pyrazolo[4,3-f]isoquinolin-6-yl)-N-(1-(3-fluoropropyl)azetidin-3-yl)pyridin-3-amine